CC(CCCCCCCCC)C Dimethyl-Decane